COC(=O)C1=NC(=NN1C)Br bromo-1-methyl-1H-1,2,4-triazole-5-carboxylic acid methyl ester